4-vinylbenzenesulfinate C(=C)C1=CC=C(C=C1)S(=O)[O-]